2-(1-(1-(5-(methoxymethyl)pyrimidin-2-yl)piperidin-4-yl)ethoxy)-5-(6-(methylsulfonyl)pyridin-3-yl)thiazolo[5,4-b]pyridine COCC=1C=NC(=NC1)N1CCC(CC1)C(C)OC=1SC2=NC(=CC=C2N1)C=1C=NC(=CC1)S(=O)(=O)C